7-bromo-2,4-dichloroquinoline-3-carbonitrile BrC1=CC=C2C(=C(C(=NC2=C1)Cl)C#N)Cl